FC(C1=C(C=CN1)C(=O)N)(F)F 5-(trifluoromethyl)-1H-pyrrole-4-carboxamide